isooctyl acrylate (ethylhexyl acrylate) C(C)C=C(C(=O)O)CCCCCC.C(C=C)(=O)OCCCCCC(C)C